[C@@H](C)(CC)C1=CC=C(C=C1)C1CCN(CC1)C(=O)C1CC2(C1)NC(OC2)=O |r| (rac)-(2s,4s)-2-(4-(4-(sec-butyl)phenyl)piperidine-1-carbonyl)-7-oxa-5-azaspiro[3.4]octan-6-one